(R)-2,4-dichloro-6-phenyl-5,6,7,8-tetrahydroquinazoline ClC1=NC=2CC[C@H](CC2C(=N1)Cl)C1=CC=CC=C1